C=C\C=C\C=C (E)-1,4-dimethylene-2-butene